FC(CN1CC(N(CC1)CC1=C2C=CN(C2=C(C=C1OC)C)C(=O)OC(C)(C)C)C1=CC=C(C=C1)C(=O)OC)F tert-butyl 4-((4-(2,2-difluoroethyl)-2-(4-(methoxycarbonyl)phenyl)piperazin-1-yl)methyl)-5-methoxy-7-methyl-1H-indole-1-carboxylate